3α,7α,11β-Trihydroxy-6α-ethyl-5β-cholan-24-oic Acid O[C@H]1C[C@H]2[C@H]([C@H]([C@H]3[C@@H]4CC[C@H]([C@@H](CCC(=O)O)C)[C@]4(C[C@@H]([C@@H]3[C@]2(CC1)C)O)C)O)CC